N-undecylbenzene-1,2-diamine C(CCCCCCCCCC)NC=1C(=CC=CC1)N